[Ir+3].C(C)(C)(C)C=1C=C(C=CC1)C1=[NH+]C=CC(=C1)C(C)(C)C (2-(3-tert-butylphenyl)-4-tert-butylpyridinium) Iridium